CC(C(C)O)(C=C[C@H]1C(C(=CC1)C)(C)C)C (+)-3,3-dimethyl-5-[(1S)-2,2,3-trimethyl-3-cyclopenten-1-yl]-4-penten-2-ol